(trans-3-(((S)-4,7,8-trimethyl-6-oxo-5,6,7,8-tetrahydropteridin-2-yl)amino)cyclobutyl)carbamic acid 3,4,5-trifluorophenyl ester FC=1C=C(C=C(C1F)F)OC(N[C@@H]1C[C@H](C1)NC1=NC=2N([C@H](C(NC2C(=N1)C)=O)C)C)=O